[Si](C1=CC=CC=C1)(C1=CC=CC=C1)(C(C)(C)C)OC[C@@]12CCCN2C[C@@H](C1)OCCCOCC12CN(CC(CC1)N2C(=O)OC(C)(C)C)C(=O)OCC2=CC=CC=C2 3-benzyl 8-(tert-butyl) 1-((3-(((2R,7aR)-7a-(((tert-butyldiphenylsilyl)oxy)methyl)hexahydro-1H-pyrrolizin-2-yl)oxy)propoxy)methyl)-3,8-diazabicyclo[3.2.1]octane-3,8-dicarboxylate